methyl-4-[[(2s)-2-phenylpropyl]amino]benzenesulfonamide CC1=C(C=CC(=C1)NC[C@@H](C)C1=CC=CC=C1)S(=O)(=O)N